9-(4-((1-(3-fluoropropyl)azetidin-3-yl)methyl)phenyl)-8-(3-methyl-4-(trifluoromethyl)phenyl)-6,7-dihydro-5H-benzo[7]annulene-3-carboxylic acid FCCCN1CC(C1)CC1=CC=C(C=C1)C1=C(CCCC2=C1C=CC(=C2)C(=O)O)C2=CC(=C(C=C2)C(F)(F)F)C